ClC1=CC=C(C=C1)C1=NC(=CC(=N1)C1=CC=C(C=C1)C1=CC=CC=C1)C1=CC=C(C=C1)C1=CC=CC=C1 2-(4-Chlorophenyl)-4,6-bis(4-biphenylyl)pyrimidin